FC(C1=NC=C(C(=C1[N+](=O)[O-])C)F)F 2-(difluoromethyl)-5-fluoro-4-methyl-3-nitropyridine